C1(C=CC=CC=C1)C#CCN(S(=O)(=O)C1=CC=C(C=C1)C)CC#CC1=CC(=CC=C1)C N-[3-(cyclohepta-2,4,6-trienyl)prop-2-ynyl]-4-methyl-N-[3-(3-methylphenyl)prop-2-ynyl]benzenesulfonamide